1-(3-(4-chloro-3,5-dimethylphenoxy)propyl)-4-((3,5-dimethylbenzyl)(m-tolyl)amino)-1H-pyrrole-2-carboxylic acid ClC1=C(C=C(OCCCN2C(=CC(=C2)N(C=2C=C(C=CC2)C)CC2=CC(=CC(=C2)C)C)C(=O)O)C=C1C)C